(N'-hydroxycarbamimidoyl)-2,4-dimethylbenzoic acid methyl ester COC(C1=C(C(=C(C=C1)C)C(N)=NO)C)=O